N,N,N-trimethyl-2-(2-methyl-1-oxo-2-propenyl-oxy)ethyl-ammonium chloride [Cl-].C[N+](C)(C)CCOC(C(=C)C)=O